NC1=NC=C(C2=C1C=NN2)NC(C(=O)N(CC2=NC=C(C=C2)C(F)(F)F)C[C@H](CC)C)=O (S)-N1-(4-amino-1H-pyrazolo[4,3-c]pyridin-7-yl)-N2-(2-methylbutyl)-N2-((5-(trifluoromethyl)pyridin-2-yl)methyl)oxalamide